FC(C1=NN=C(O1)C=1C=CC(=NC1)CN1N=C(OC1=O)C1=CC=C(C=O)C=C1)F 4-[4-[[5-[5-(difluoromethyl)-1,3,4-oxadiazol-2-yl]-2-pyridinyl]methyl]-5-oxo-1,3,4-oxadiazol-2-yl]benzaldehyde